NCC1=CC=C(C=C1)NS(=O)(=O)C N-[4-(aminomethyl)phenyl]methanesulfonamide